Benzyl ((1,2,3,6-tetrahydropyridin-4-yl)methyl)carbamate N1CCC(=CC1)CNC(OCC1=CC=CC=C1)=O